ClC1=C(C=CC(=C1)F)C(C)NC1=CC(=C(C(=O)N[C@H](C)\C=C\S(=O)(=O)C)C=C1F)F 4-((1-(2-chloro-4-fluorophenyl)ethyl)amino)-2,5-difluoro-N-((R,E)-4-(methylsulfonyl)but-3-en-2-yl)benzamide